C(C)(C)NC(=N)NC1=CC=C(C=C1)C1=NNC(CC1C)=O 1-isopropyl-3-(4-(4-methyl-6-oxo-1,4,5,6-tetrahydropyridazin-3-yl)phenyl)guanidine